N1=C(C=CC=C1)N1C[C@H]2CC[C@@H](C1)N2C2=NC=NC1=CC=C(C=C21)C2=CC(=NC=C2)N 4-(4-((1R,5S)-3-(pyridin-2-yl)-3,8-diazabicyclo[3.2.1]octan-8-yl)quinazolin-6-yl)pyridin-2-amine